7-chloro-6-(3-fluoro-2-pyridinyl)-4-methyl-8-(trifluoromethyl)-4H-[1,2,4]triazolo[1,5-a][1,4]benzodiazepine ClC1=C(C=CC2=C1C(=NC(C=1N2N=CN1)C)C1=NC=CC=C1F)C(F)(F)F